ClC[Si](C)(CC)CC[Si](C)(C)Cl chloro[2-(chlorodimethylsilyl)ethyl]ethylmethylmethylsilane